4-(trimethoxysilylmethyl)piperazine 2-(10-dodecyl-3-ethyl-8,14-dioxo-7,9,13-trioxa-3-azanonadecan-19-yl)propane-1,3-diyldioctanoate C(CCCCCCCCCCC)C(OC(OCCCN(CC)CC)=O)CCOC(CCCCCC(CCCCCCCCC(=O)O)CCCCCCCCC(=O)O)=O.CO[Si](OC)(OC)CN1CCNCC1